C(CCCCC)OCCOCCO diethylene glycol monohexyl ether